2-(Octahydro-isoindol-2-yl)-5-oxo-5H-thieno[3,2-b]pyran-6-carboxylic acid C1N(CC2CCCCC12)C1=CC=2OC(C(=CC2S1)C(=O)O)=O